N-[2-(2,5-dioxo-2,5-dihydro-1H-pyrrol-1-yl)ethyl]-beta-alaninamide O=C1N(C(C=C1)=O)CCNC(CCN)=O